N'-acetyl-4-amino-N-(2-chloro-4-(trifluoromethyl)benzyl)-N',1-dimethyl-1H-pyrazolo[4,3-c]quinoline-8-carbohydrazide C(C)(=O)N(N(C(=O)C1=CC=2C3=C(C(=NC2C=C1)N)C=NN3C)CC3=C(C=C(C=C3)C(F)(F)F)Cl)C